BrC=1C(=C(C=CC1)C(CCC(=O)OC(C)(C)C)C#N)Cl tert-butyl 4-(3-bromo-2-chloro-phenyl)-4-cyano-butanoate